CCNC(=O)[C@@H]1[C@H]([C@H]([C@@H](O1)N2C=NC3=C(N=CN=C32)N)O)O The molecule is a derivative of adenosine in which the 5'-hydroxymethyl group is replaced by an N-ethylcarboxamido group. It has a role as an adenosine A1 receptor agonist, an adenosine A2A receptor agonist, an EC 3.1.4.* (phosphoric diester hydrolase) inhibitor, an antineoplastic agent and a vasodilator agent. It is a member of adenosines and a monocarboxylic acid amide. It derives from an adenosine.